C(C=C)(=O)N1C[C@@H](N(CC1)C=1C2=C(N(C(N1)=O)C=1C(=NC=CC1S(=O)(=O)C)C(C)C)N=C(C(=C2)F)C2=C(C=CC=C2O)F)C 4-((S)-4-acryloyl-2-methylpiperazin-1-yl)-6-fluoro-7-(2-fluoro-6-hydroxyphenyl)-1-(2-isopropyl-4-(methylsulfonyl)pyridin-3-yl)pyrido[2,3-d]pyrimidin-2(1H)-one